N-((2-(2-aminopyrimidin-5-yl)-4-morpholinothieno[3,2-d]pyrimidin-6-yl)methyl)acetamide NC1=NC=C(C=N1)C=1N=C(C2=C(N1)C=C(S2)CNC(C)=O)N2CCOCC2